1-(difluoromethyl)-2-oxo-pyridine-3-carboxamide FC(N1C(C(=CC=C1)C(=O)N)=O)F